N-(3-((3-(9H-purin-6-yl)pyridin-2-yl)amino)-4-methylphenyl)-5-(oxetan-3-yloxy)-4-(trifluoromethyl)picolinamide N1=CN=C2NC=NC2=C1C=1C(=NC=CC1)NC=1C=C(C=CC1C)NC(C1=NC=C(C(=C1)C(F)(F)F)OC1COC1)=O